CC1(C(OC(OC1)CCC1=CC=CC=C1)CCC(=O)C1=CC=CC=C1)C (+-)-3-(5,5-dimethyl-2-phenethyl-1,3-dioxan-4-yl)-1-phenylpropan-1-one